C(C1=CC=CC=C1)(=O)SNC(=O)C1=CC2=C(N(C3=CC=CC=C23)CC2=C(C=CC=C2)Cl)C(=N1)CC N-(benzoylthio)-1-ethyl-9-(2-chlorobenzyl)-pyrido[3,4-b]indole-3-carboxamide